2-(tributyl-lambda5-phosphanylidene)acetonitrile hexafluorophosphate F[P-](F)(F)(F)(F)F.C(CCC)P(=CC#N)(CCCC)CCCC